FC1=C(C(=CC(=C1)OC)F)C1=C(C(N(N1C)C1=NC=CC=C1OC(F)F)=O)NC(C1=CC=C(C=C1)OC(F)F)=O N-[5-(2,6-difluoro-4-methoxyphenyl)-2-[3-(difluoromethoxy)pyridin-2-yl]-1-methyl-3-oxo-2,3-dihydro-1H-pyrazol-4-yl]-4-(difluoromethoxy)benzamide